C(C1=CC=CC=C1)N1CC2(CCC(C1)C2)C(=O)OC(C)C isopropyl 3-benzyl-3-azabicyclo[3.2.1]octane-1-carboxylate